1-(1-(4-(azetidin-3-yl)-2-methylphenyl)ethyl)piperidine-4-carboxylic acid methyl ester COC(=O)C1CCN(CC1)C(C)C1=C(C=C(C=C1)C1CNC1)C